ClC1(C(N(CCC1)C1=CC=C(C=C1)Cl)=O)Cl 3,3-dichloro-1-(4-chlorophenyl)piperidin-2-one